1,5-dibromo-3,3-difluoropentane BrCCC(CCBr)(F)F